2-(3-(3-amino-5-vinylphenyl)-3-(4-methyl-4H-1,2,4-triazol-3-yl)cyclobutyl)acetonitrile NC=1C=C(C=C(C1)C=C)C1(CC(C1)CC#N)C1=NN=CN1C